C(CCCCCCCCC(=O)O)(=O)O.C(CCCCCCCCCCCCC)(O)O tetradecanediol sebacate